N-n-tridecanoyl-glutamic acid tert-butyl-4-(1-benzyl-5-(2-(benzyloxy)-2-oxoethyl)-1H-1,2,3-triazol-4-yl)piperazine-1-carboxylate C(C)(C)(C)C1N(CCN(C1)C=1N=NN(C1CC(=O)OCC1=CC=CC=C1)CC1=CC=CC=C1)C(=O)O.C(CCCCCCCCCCCC)(=O)N[C@@H](CCC(=O)O)C(=O)O